ClC1=CC=C(C=C1)C1(CCN(CC1)C1=C(C=NC2=CC=C(C=C12)F)C(=O)N1CCN(CC1)C(=O)C1CC1)C#N 4-(4-Chlorophenyl)-1-(3-(4-(cyclopropanecarbonyl)piperazine-1-carbonyl)-6-fluoroquinolin-4-yl)piperidine-4-carbonitrile